N-(pyrrolidin-2-yl-methyl)cyclohexanamine N1C(CCC1)CNC1CCCCC1